[2,4-difluoro-5-[(2S)-2-(trifluoromethylsulfonylamino)propoxy]phenyl]methylammonium chloride [Cl-].FC1=C(C=C(C(=C1)F)OC[C@H](C)NS(=O)(=O)C(F)(F)F)C[NH3+]